N\C(=C(/C(=O)OCC)\C#N)\C1=CC=CC=C1 ethyl (Z)-3-amino-2-cyano-3-phenylprop-2-enoate